(8R,9S,13S,14S)-3-(ethyl-1-d)-13-methyl-6,7,8,9,11,12,13,14,15,16-decahydrospiro[cyclopenta[a]phenanthrene-17,2'-[1,3]dioxolane] C(C)([2H])C=1C=CC=2[C@H]3CC[C@]4([C@H]([C@@H]3CCC2C1)CCC41OCCO1)C